5-[3-[6-(cyclohexylamino)pyrazin-2-yl]-1H-indol-5-yl]-1,3,4-thiadiazol-2-amine C1(CCCCC1)NC1=CN=CC(=N1)C1=CNC2=CC=C(C=C12)C1=NN=C(S1)N